6-fluoro-7-{3-[(methylamino)oxy]azetidin-1-yl}-4-oxo-1-(1,3-thiazol-2-yl)-1,4-dihydro-1,8-naphthyridine-3-carboxylic acid FC=1C=C2C(C(=CN(C2=NC1N1CC(C1)ONC)C=1SC=CN1)C(=O)O)=O